tert-butyl 4-(7-(2-((tert-butoxycarbonyl)amino)-7-fluorobenzo[d]thiazol-4-yl)-8-fluoro-6-((trimethylsilyl)ethynyl)quinazolin-4-yl)piperazine-1-carboxylate C(C)(C)(C)OC(=O)NC=1SC2=C(N1)C(=CC=C2F)C2=C(C=C1C(=NC=NC1=C2F)N2CCN(CC2)C(=O)OC(C)(C)C)C#C[Si](C)(C)C